BrC1=NN(C(=N1)C(=O)OC)C methyl 3-bromo-1-methyl-1H-1,2,4-triazole-5-carboxylate